2-Chloro-N-{2-[4-(difluoromethyl)-1,3-thiazol-5-yl]-2-(4-{[(1-phenyl-1H-1,2,3,4-tetrazol-5-yl)oxy]methyl}piperidin-1-yl)ethyl}-6-fluorobenzamid ClC1=C(C(=O)NCC(N2CCC(CC2)COC2=NN=NN2C2=CC=CC=C2)C2=C(N=CS2)C(F)F)C(=CC=C1)F